diamino-9,10-anthracenedione NC1=C(C=2C(C3=CC=CC=C3C(C2C=C1)=O)=O)N